The molecule is a pseudoguaianolide with anti-inflammatory activity isolated from the aerial parts of Inula hupehensis. It has a role as an anti-inflammatory agent and a plant metabolite. It is a gamma-lactone, a cyclic ketone, an organic heterotricyclic compound, a pseudoguaianolide and an acetate ester. CC(=O)OC[C@@H]1C[C@H]2[C@H](C[C@]3([C@H]1CCC3=O)C)C(=C)C(=O)O2